C1(CCC1)[Bi]1O[Bi](O1)C1CCC1 2,4-dicyclobutyl-1,3,2,4-dioxadibismetane